3-cyclopropyl-3-(3-(piperidin-4-ylmethoxy)phenyl)propionic acid methyl ester COC(CC(C1=CC(=CC=C1)OCC1CCNCC1)C1CC1)=O